C(C)(=O)C1=CC=C(N[C@@H]2CC=3C(=C(C=4C=C(N=CC4C3)C3CC3)S(=O)(=O)NCC(C)(C)F)C2)C=C1 (7R)-7-(4-acetylanilino)-3-cyclopropyl-N-(2-fluoro-2-methylpropyl)-7,8-dihydro-6H-cyclopenta[g]isoquinoline-5-sulfonamide